ClC1=C2N=C(N(C2=NC=N1)C1=CC=CC2=CC=CC=C12)C=1SC=CC1 6-Chloro-9-(naphthalen-1-yl)-8-(thiophen-2-yl)-9H-purine